FC1=C(C(=C(C(=C1C[B-](CC1=C(C(=C(C(=C1F)F)F)F)F)(CC1=C(C(=C(C(=C1F)F)F)F)F)CC1=C(C(=C(C(=C1F)F)F)F)F)F)F)F)F.FC(F)(F)[S+](C1=CC=CC=C1)C1=CC=CC=C1 Trifluoromethyldiphenylsulfonium tetrakis-(pentafluorobenzyl)-borate